NC1=C(C=C(C=N1)C1=NN2C(=C1)[C@@]1(CN(CC1)C(=O)NC(C)(C)C1=C(C=CC=C1)Cl)OCC2)OC(F)F |r| (rac)-2-[6-amino-5-(difluoromethoxy)pyridin-3-yl]-N-[2-(2-chlorophenyl)propan-2-yl]-6,7-dihydrospiro[pyrazolo[5,1-c][1,4]oxazine-4,3'-pyrrolidine]-1'-carboxamide